OC1C(OCC1O)=O 3,4-dihydroxydihydro-2(3H)-furanone